4-(4-(2-(difluoromethyl)-1H-benzo[d]imidazol-1-yl)-6-morpholinyl-1,3,5-triazin-2-yl)piperazine-1-carboxylic acid tert-butyl ester C(C)(C)(C)OC(=O)N1CCN(CC1)C1=NC(=NC(=N1)N1C(=NC2=C1C=CC=C2)C(F)F)N2CCOCC2